2,2,6,6-tetramethyl-N-(5-(3-methylcinnolin-6-yl)thiazol-2-yl)tetrahydro-2H-pyran-4-carboxamide CC1(OC(CC(C1)C(=O)NC=1SC(=CN1)C=1C=C2C=C(N=NC2=CC1)C)(C)C)C